2-(3-chloro-5-fluorophenyl)-1-(5-(2-fluorobenzoyl)-1-methyl-1H-pyrrol-2-yl)ethan-1-one ClC=1C=C(C=C(C1)F)CC(=O)C=1N(C(=CC1)C(C1=C(C=CC=C1)F)=O)C